2-(4-(5-chloro-2-propionylphenyl)-5-methoxy-2-oxopyridin-1(2H)-yl)-N-(1H-indazol-6-yl)-3-phenylpropionamide ClC=1C=CC(=C(C1)C1=CC(N(C=C1OC)C(C(=O)NC1=CC=C2C=NNC2=C1)CC1=CC=CC=C1)=O)C(CC)=O